phenyl-1,10-phenanthroline C1(=CC=CC=C1)C1=NC2=C3N=CC=CC3=CC=C2C=C1